CC1=C(C(=O)NC2(CC2)C2=C3C=CC=NC3=CC(=C2)NS(=O)(=O)C)C=C(C=C1)OC[C@H]1N(CC1)C (S)-2-Methyl-5-((1-methylazetidin-2-yl)methoxy)-N-(1-(7-(methylsulfonamido)quinolin-5-yl)cyclopropyl)benzamide